4-bromo-6-(3-fluorophenyl)-5-hydroxy-pyridine-2-carbonitrile BrC1=CC(=NC(=C1O)C1=CC(=CC=C1)F)C#N